FC([C@@H]1C[C@H](C1)C1=NC=NC2=NC=CN=C12)(F)F 4-(trans-3-(trifluoromethyl)cyclobutyl)pteridine